C(C)(C)NC1=C(C=NC2=CC=C(N=C12)C=1C=NNC1)C(=O)NCCC(F)(F)F 4-(isopropylamino)-6-(1H-pyrazol-4-yl)-N-(3,3,3-trifluoropropyl)-1,5-naphthyridine-3-carboxamide